2-chloro-5-methyl-7H-pyrido[2,3-d]pyridazine-8-one ClC=1C=CC2=C(C(NN=C2C)=O)N1